[Na].Cl.C(C)N=C=NCCCN(C)C 1-ethyl-3-(3-dimethylaminopropyl)carbodiimide hydrochloride sodium salt